ethylene-bis(3,4-epoxycyclohexane) oxide C(CC1CC2C(CC1)[O+]2[O-])C2CC1C(CC2)O1